ClC1=CC(=CC=2C=C(OC21)CNC(\C=C\C=2C=NC(=CC2)N)=O)C2=NC=C(C(=C2)C(=O)O)F 2-[7-Chloro-2-({[(2E)-3-(6-aminopyridin-3-yl)-1-oxoprop-2-enyl]amino}-methyl)-1-benzofuran-5-yl]-5-fluoropyridine-4-carboxylic acid